(S)-4-((3-((1-(5-(2-(Diisopropylcarbamoyl)-4-fluorophenoxy)pyrimidin-4-yl)pyrrolidine-3-yl)methyl)-3-azaspiro[5.5]undec-9-yl)amino)piperidine-1-carboxylic acid tert-butyl ester C(C)(C)(C)OC(=O)N1CCC(CC1)NC1CCC2(CCN(CC2)C[C@H]2CN(CC2)C2=NC=NC=C2OC2=C(C=C(C=C2)F)C(N(C(C)C)C(C)C)=O)CC1